C(C1=CC=CC=C1)(=O)N1C(N(C=C(C1=O)C)C1CC2(C1)CCC(CC2)N2C(N(C(C(C2=O)=C(N)N)=O)CCCC)=O)=O 1-[2-(3-benzoyl-5-methyl-2,4-dioxo-pyrimidin-1-yl)spiro[3.5]nonan-7-yl]-3-butyl-5-(diaminomethylene)hexahydropyrimidine-2,4,6-trione